C(#N)C1CC2(C1)CC(N(CC2)CC2=C1C=CNC1=C(C=C2OC)C)C2=CC=C(C(=O)NCC1CN(C1)C)C=C2 4-(2-cyano-7-((5-methoxy-7-methyl-1H-indol-4-yl)methyl)-7-azaspiro[3.5]nonan-6-yl)-N-((1-methylazetidin-3-yl)methyl)benzamide